COC1=CC=CC(=C1N)C(=O)O The molecule is an aminobenzoic acid that is anthranilic acid in which the hydrogen at position 3 is substituted by a methoxy group. It is a metabolite of kynurenine. It has a role as a mammalian metabolite. It is a member of benzoic acids and an aminobenzoic acid. It derives from an anthranilic acid. It is a conjugate acid of a 3-methoxyanthranilate.